tert-butyl (E)-(2-((1-(dimethylamino)ethylidene)amino)-2-oxoethyl)(methyl)carbamate CN(\C(\C)=N\C(CN(C(OC(C)(C)C)=O)C)=O)C